N-[(1R,3S)-3-{[6-chloro-2-(trifluoromethyl)quinolin-4-yl]amino}cyclohexyl]-5-(difluoromethyl)-1-methyl-1H-pyrazole-4-carboxamide ClC=1C=C2C(=CC(=NC2=CC1)C(F)(F)F)N[C@@H]1C[C@@H](CCC1)NC(=O)C=1C=NN(C1C(F)F)C